NC=1SC2=C(C1C#N)C(=CC=C2F)C=2C1=C(C=3C(=NC(=NC3C2Cl)CO)N2C3CNCC2CC3)COC1 2-Amino-4-[5-chloro-1-(3,8-diazabicyclo[3.2.1]octan-8-yl)-3-(hydroxymethyl)-7,9-dihydrofuro[3,4-f]quinazolin-6-yl]-7-fluoro-benzothiophene-3-carbonitrile